ClC=1C=NN(C1CC1N(C(C2=CC=CC=C12)=O)CC1=CN=C(O1)OC)C 3-((4-chloro-1-methyl-1H-pyrazol-5-yl)methyl)-2-((2-methoxyoxazol-5-yl)methyl)isoindolin-1-one